N-(4-((3-(3-chloro-4-methoxyphenyl)imidazo[1,2-a]pyrazin-8-yl)amino)-2-ethylphenyl)acetamide ClC=1C=C(C=CC1OC)C1=CN=C2N1C=CN=C2NC2=CC(=C(C=C2)NC(C)=O)CC